1-benzyl-3,5-di((E)-benzylidene)piperidine-4-one C(C1=CC=CC=C1)N1C\C(\C(/C(/C1)=C/C1=CC=CC=C1)=O)=C/C1=CC=CC=C1